7-Chloro-6-fluoro-1-(2-(methylsulfonyl)phenyl)pyrido[2,3-d]pyrimidine-2,4(1H,3H)-dione ClC=1C(=CC2=C(N(C(NC2=O)=O)C2=C(C=CC=C2)S(=O)(=O)C)N1)F